BrC1=CC=C(C=C1)N1N=C(C(=C1)[C@H]1O[C@H](C(N1CCC1=CC=C(C=C1)OC)=O)C)C1=CC=C(C=C1)F (2R,5S)-2-(1-(4-bromophenyl)-3-(4-fluorophenyl)-1H-pyrazol-4-yl)-3-(4-methoxyphenylethyl)-5-methyloxazolidin-4-one